1-acetoacetylpiperidine C(CC(=O)C)(=O)N1CCCCC1